NC=1C=C(C=CC1OCOCCOC)N1C(C2=CC=C(C(=C2CC1)C)Br)=O 2-(3-amino-4-((2-methoxyethoxy)methoxy)phenyl)-6-bromo-5-methyl-3,4-dihydroisoquinolin-1(2H)-one